(S)-4-amino-8-(5-(2,3-dichlorophenyl)-3-(hydroxymethyl)-6-methylpyrazin-2-yl)-2-thia-8-azaspiro[4.5]decane 2,2-dioxide N[C@@H]1CS(CC12CCN(CC2)C2=NC(=C(N=C2CO)C2=C(C(=CC=C2)Cl)Cl)C)(=O)=O